COC1=CC=C(CC=2N=C(C3=CN=CC=C3C2)N)C=C1 4-methoxybenzyl-2,7-naphthyridin-1-amine